NC1=CC=C(C(=O)NC2=C(C=C(C=C2)N)NC(=O)OC(C)(C)C)C=C1 4-amino-N-(2-t-butoxycarbonylamino-4-aminophenyl)benzamide